tungsten-lithium [Li].[W]